[3,5-dihydroxy-4-[(1R,6R)-6-isopropenyl-3-methyl-cyclohex-2-en-1-yl] phenyl] trifluoromethanesulfonate FC(S(=O)(=O)OC1=CC(=C(C(=C1)O)[C@@H]1C=C(CC[C@H]1C(=C)C)C)O)(F)F